ClC=1C=C2C(=CC1Cl)NC([C@]21CN(CC1)C(=O)[C@H]1C[C@@H](CC1)CO)=O |o1:17,19| (3S)-5,6-dichloro-1'-[(1R,3R)-rel-3-(hydroxymethyl)cyclopentanecarbonyl]-1H-spiro[indole-3,3'-pyrrolidin]-2-one